3-{5-[4-(3,5-dimethylpyridin-2-yl)piperazine-1-carbonyl]pyridin-2-yl}-3-methylpyrrolidine-2,5-dione CC=1C(=NC=C(C1)C)N1CCN(CC1)C(=O)C=1C=CC(=NC1)C1(C(NC(C1)=O)=O)C